C(CCCCCCCCCCCCCCCCCCCCC)O[C@@H]1CO[C@@H]([C@H]1O)CO (2R,3R,4R,5R)-3-(docosyloxy)-4-hydroxy-5-(hydroxymethyl)tetrahydrofuran